C1(CCCC1)C(C(=O)NC=1C=NN(C1)CC)C cyclopentyl-N-(1-ethyl-1H-pyrazol-4-yl)propanamide